OC1CCC(CC1)CC1C(C(CCC1)CC1CCC(CC1)O)O 2,6-bis(4'-hydroxycyclohexylmethyl)-1-hydroxycyclohexane